Cl.C(C)OC1=C(CNCC2CCNCC2)C=C(C=C1)OC(F)(F)F N-(2-ethoxy-5-(trifluoromethoxy)benzyl)-1-(piperidin-4-yl)methanamine hydrochloride